BrC=1C(N(C(=CC1OC1=C(C=C(C=C1)F)F)C)CC1=CC=C(C=C1)C(=O)NCCOC)=O 3-bromo-4-(2,4-difluorophenoxy)-6-methyl-1-[4-((methoxyethyl)aminocarbonyl)benzyl]pyridin-2(1H)-one